ClC=1C(=NC2=CC(=CC(=C2C1)Cl)I)N 3,5-Dichloro-7-iodoquinolin-2-amine